2-(2-amino-3-bromoquinolin-7-yl)ethyl-5-(4-amino-7H-pyrrolo[2,3-d]pyrimidin-7-yl)-2-methyltetrahydrothiophene-3,4-diol NC1=NC2=CC(=CC=C2C=C1Br)CCC1(SC(C(C1O)O)N1C=CC2=C1N=CN=C2N)C